BrC1=C(C(=CC=C1)OC)C(C)=O 1-(2-bromo-6-methoxyphenyl)ethanone